N1=C(C=CC=C1)N1C=CC2=CC(=CC=C12)C(=O)OC methyl 1-(pyridin-2-yl)-1H-indole-5-carboxylate